9,9-bis[3,5-dimethoxy-4-(2-methyl-4-nitrophenoxy)phenyl]fluorene COC=1C=C(C=C(C1OC1=C(C=C(C=C1)[N+](=O)[O-])C)OC)C1(C2=CC=CC=C2C=2C=CC=CC12)C1=CC(=C(C(=C1)OC)OC1=C(C=C(C=C1)[N+](=O)[O-])C)OC